hexyl (R)-(3-amino-3-oxo-1-(4-phenethyloxazol-2-yl)propyl)carbamate NC(C[C@H](C=1OC=C(N1)CCC1=CC=CC=C1)NC(OCCCCCC)=O)=O